methyl (S)-3-(8-bromo-6-(2-chlorophenyl)-1-(prop-2-yn-1-ylthio)-4H-benzo[f][1,2,4]triazolo[4,3-a][1,4]diazepin-4-yl)propionate BrC=1C=CC2=C(C(=N[C@H](C=3N2C(=NN3)SCC#C)CCC(=O)OC)C3=C(C=CC=C3)Cl)C1